FC1=C(C(=CC=C1F)OC)C(OC=1C(=CC(=C(C1)N1C(NC=2C(C1=O)=C(SC2)C(=O)O)=O)F)OC)([2H])[2H] 3-(5-((2,3-difluoro-6-methoxyphenyl)methoxy-d2)-2-fluoro-4-methoxyphenyl)-2,4-dioxo-1,2,3,4-tetrahydrothieno[3,4-d]pyrimidine-5-carboxylic acid